(4-(3,8,9,10,11,12-Hexahydrocyclohepta[c]pyrazolo[4,3-f]quinolin-7-yl)phenyl)(4-methylpiperazin-1-yl)methanone C1=NNC=2C1=C1C3=C(C(=NC1=CC2)C2=CC=C(C=C2)C(=O)N2CCN(CC2)C)CCCCC3